ClCC=1N=C(OC1)C1=NC(=CC=C1)Cl 4-(chloromethyl)-2-(6-chloropyridin-2-yl)oxazole